C(C)(C)(C)[Si](OCC1=CC=C(C=C1)C1CCNCC1)(C)C tert-butyl-dimethyl-[[4-(4-piperidyl)phenyl]methoxy]silane